N[C@@]1(C[C@@H](CC[C@H]1CN(C)C)CCB(O)O)C(=O)OC (2-((1R,3R,4S)-3-amino-4-((dimethylamino)methyl)-3-(methoxycarbonyl)cyclohexyl)ethyl)boronic acid